C1(CC1)NC(=O)C=1C=NC(=NC1)N1[C@@H](C2=C(CC1)NC=N2)C2=NN1C(C(=CC=C1)F)=C2 (S)-N-cyclopropyl-2-(4-(4-fluoropyrazolo[1,5-a]pyridin-2-yl)-1,4,6,7-tetrahydro-5H-imidazo[4,5-c]pyridin-5-yl)pyrimidine-5-carboxamide